2'-deoxy-5-hydroxycytidine OC=1C(=NC(N([C@H]2C[C@H](O)[C@@H](CO)O2)C1)=O)N